1-(4-(3-(5-(trifluoromethyl)picolyl)pyridin-2-yl)piperazin-1-yl)prop-2-en-1-one FC(C=1C=CC(=NC1)CC=1C(=NC=CC1)N1CCN(CC1)C(C=C)=O)(F)F